N1(N=CN=C1)C(=O)N1[C@@H](CCCC1)CN1N=C(C=2C1=NC=NC2N)C2=CC=C(CNC(C1=C(C=CC(=C1)F)OC)=O)C=C2 (S)-N-(4-(1-((1-(1H-1,2,4-triazole-1-carbonyl)piperidin-2-yl)methyl)-4-amino-1H-pyrazolo[3,4-d]pyrimidin-3-yl)benzyl)-5-fluoro-2-methoxybenzamide